4-(Methylamino)-1-phenyl-3-(4H-1,2,4-triazol-3-yl)-7-(trifluoromethyl)-1,8-naphthyridine CNC1=C(CN(C2=NC(=CC=C12)C(F)(F)F)C1=CC=CC=C1)C1=NN=CN1